nitrocaproic acid [N+](=O)([O-])C(C(=O)O)CCCC